[S].[Se].[W] tungsten selenium sulfur